C(C1=CC=CC=C1)NC(=O)C1CN(C(C1)=O)C1=CC=CC=C1 N-benzyl-5-oxo-1-phenylpyrrolidine-3-carboxamid